N-(1-cyclooctylidene-2-((4-(3,5-dimethyl-1H-pyrazol-4-yl)phenyl)amino)-2-oxoethyl)-1-methyl-1H-pyrazole-5-carboxamide C1(CCCCCCC1)=C(C(=O)NC1=CC=C(C=C1)C=1C(=NNC1C)C)NC(=O)C1=CC=NN1C